4-Methyl-2-Propyl-1,3-Oxathiane CC1SC(OCC1)CCC